COC=1C=C2C(=NC(=NC2=CC1OCCCN1CCCCC1)N1CCCC1)N1C(CCCC1)N 1-(6-methoxy-7-(3-(piperidin-1-yl)propoxy)-2-(pyrrolidin-1-yl)quinazolin-4-yl)piperidin-2-amine